7-benzyl-5,6,7,8-tetrahydro-1,7-naphthyridin-2(1H)-one C(C1=CC=CC=C1)N1CCC=2C=CC(NC2C1)=O